COC(C(CCN1CCN(CC1)C1=NC=C(C=N1)OC1=NC(=CC(=C1)CN1CCC(CC1)CNC(C)=O)C1=CC(=CC(=C1)Cl)Cl)C)=O methyl-4-(4-(5-((4-((4-(acetamidomethyl)piperidin-1-yl) methyl)-6-(3,5-dichlorophenyl)pyridin-2-yl)oxy)pyrimidin-2-yl)piperazin-1-yl)-2-methylbutanoate